1,4-Dihydroanthracene-9,10-diol C1C=CCC2=C(C3=CC=CC=C3C(=C12)O)O